benzyl 4-(1-ethoxy-2-methyl-1-oxopropan-2-yl)-5,6-dihydropyridine-1(2H)-carboxylate C(C)OC(C(C)(C)C1=CCN(CC1)C(=O)OCC1=CC=CC=C1)=O